FC(C(/C(=C/C(C(F)(F)F)=O)/[O-])(F)F)(F)F.[Na+] sodium (Z)-1,1,1,2,2,6,6,6-octafluoro-5-oxohex-3-en-3-olate